1-hydroxyethyl-3,3-dimethyl-8'-methoxyspiro[indoline-2,3'[3H]-naphtho[2,1-b][1,4]oxazine] OC(C)C1=NC2=C(OC13NC1=CC=CC=C1C3(C)C)C=CC3=CC(=CC=C32)OC